R or S-tartaric acid C([C@H](O)C(O)C(=O)O)(=O)O |o1:1|